CC1=COC(O1)=O 5-methyl-2H-1,3-dioxol-2-one